C(C)(C)(C)OC(CC1(CC2=CC=CC=C2C1)C(=O)NCC=1SC2=C(N1)C=C(C(=C2)OC)OCCOCC[N+](C)(C)C)=O 2-[2-[[2-[[[2-(2-tert-butoxy-2-oxo-ethyl)indane-2-carbonyl]amino]methyl]-6-methoxy-1,3-benzothiazol-5-yl]oxy]ethoxy]ethyl-trimethyl-ammonium